3-nitro-4-((tetrahydro-2H-pyran-4-yl)amino)quinoline-6-carbonitrile [N+](=O)([O-])C=1C=NC2=CC=C(C=C2C1NC1CCOCC1)C#N